C1(CC1)C([C@@H](C(=O)NC1=NC=C(C=C1O)C=1C(=NNC1C)C)NC(=O)C=1N(N=CC1)C(C)C)C1CC1 N-[(1S)-1-(dicyclopropylmethyl)-2-[[5-(3,5-dimethyl-1H-pyrazol-4-yl)-3-hydroxy-2-pyridyl]amino]-2-oxo-ethyl]-2-isopropyl-pyrazole-3-carboxamide